6-(chloromethyl)-2-methylimidazo[1',2':1,6]pyrido[2,3-b]pyrazin-3(4H)-one ClCC1=CC2=C(N=C(C(N2)=O)C)N2C1=NC=C2